4,4-dimethylheptanediol CC(CCC(O)O)(CCC)C